4-[4-[(E)-(1-oxophenalen-2-yl)methyliminomethyl]pyridin-1-ium-1-yl]butane-1-sulfonate O=C1C(=CC2=CC=CC3=CC=CC1=C23)C\N=C\C2=CC=[N+](C=C2)CCCCS(=O)(=O)[O-]